C(C1=CC=CC=C1)OCCC1(CCC1)C#N 1-(2-(benzyloxy)ethyl)cyclobutane-1-carbonitrile